Br[Mg]C1CCC1 bromo(cyclobutyl)magnesium